2-butyl-1-(4-((undecylamino)methyl)benzyl)-1H-imidazo[4,5-c]quinolin-4-amine C(CCC)C=1N(C2=C(C(=NC=3C=CC=CC23)N)N1)CC1=CC=C(C=C1)CNCCCCCCCCCCC